4-{8-amino-3-[(2S)-2-pyrrolidinyl]imidazo[1,5-a]pyrazin-1-yl}-N-(2-pyridyl)-benzamide NC=1C=2N(C=CN1)C(=NC2C2=CC=C(C(=O)NC1=NC=CC=C1)C=C2)[C@H]2NCCC2